FC=1C=C(C(=NC1)N)C#C[Si](C)(C)C 5-fluoro-3-((trimethylsilyl)ethynyl)pyridin-2-amine